N(C(=N)N)CCCC(C(C(=O)NCC=1C=NC=CC1)=O)NC([C@H]([C@@H](C)O)NC([C@H](CCC1=CC=CC=C1)NC(CCC1=CC=CC=C1)=O)=O)=O 6-guanidino-3-((2S,3R)-3-hydroxy-2-((S)-4-phenyl-2-(3-phenylpropanamido)butanamido)butanamido)-2-oxo-N-(pyridin-3-ylmethyl)hexanamide